FC1=C(C=C(C=C1)CC(=O)OCC)OCC1=C(C=CC=C1)CN1C(=NC2=C1C=CC=C2)C2=CC=C(C=C2)OC(F)(F)F Ethyl 2-(4-fluoro-3-((2-((2-(4-(trifluoromethoxy)phenyl)-1H-benzo[d]imidazol-1-yl)methyl)benzyl)oxy)phenyl)acetate